FC1=CC(=C(C=C1C(C)C)[C@@H](C(=O)O)N1C[C@@H](CC1)OCCCCCC1=NC=2NCCCC2C=C1)OC (S)-2-(4-fluoro-5-isopropyl-2-methoxyphenyl)-2-((R)-3-((5-(5,6,7,8-tetrahydro-1,8-naphthyridin-2-yl)pentyl)oxy)pyrrolidin-1-yl)acetic acid